6-Bromohexyl cyclotetradecanecarboxylate C1(CCCCCCCCCCCCC1)C(=O)OCCCCCCBr